Racemic-tert-butyl 3-(2-methyl-4-nitro-phenyl)morpholine-4-carboxylate CC1=C(C=CC(=C1)[N+](=O)[O-])[C@H]1N(CCOC1)C(=O)OC(C)(C)C |r|